C(=O)C=1COC2=CC=C(C=C2C1)C#N 3-Formyl-2H-chromene-6-carbonitrile